FC1=CN=C2C1=CC1=NCC[C@@H]3N(C1=N2)CCOC3 (S)-9-fluoro-1,2,4,4a,5,6-hexahydro-[1,4]oxazino[4,3-d]pyrrolo[3',2':5,6]pyrido[3,2-b][1,4]diazepin